NC1=C(C2=C(C=3N(C(=C2)C)N=C(N3)C)N1C1=C(C(=CC=C1C)OC)C)C#N 8-amino-9-(3-methoxy-2,6-dimethylphenyl)-2,5-dimethyl-9H-pyrrolo[2,3-c][1,2,4]triazolo[1,5-a]pyridine-7-carbonitrile